C(#N)C=1C=NN2C1N=CC(=C2)S(=O)(=O)N([C@@H](C(F)(F)F)C2=CC=C(C=C2)F)CC (R)-3-cyano-N-ethyl-N-(2,2,2-trifluoro-1-(4-fluorophenyl)ethyl)pyrazolo[1,5-a]pyrimidine-6-sulfonamide